C(C1=CC=CC=C1)OC1=CC=C(N=N1)C#CC1=NC=CC2=CN=C(C=C12)Cl 1-[2-(6-benzyloxypyridazin-3-yl)ethynyl]-7-chloro-2,6-naphthyridine